C(CCC)C1(CCC(CC1)(C(C)(C)C1(CCC(CC1)(CCCC)CCCC)OOC(C)(C)C)OOC(C)(C)C)CCCC 2,2-bis(4,4-dibutyl-t-butylperoxycyclohexyl)propane